3-(3-((2-((2-ethyl-4-(piperazin-1-yl)phenyl)amino)-5-(trifluoromethyl)pyrimidin-4-yl)amino)propyl)-1,3-oxazinan-2-one C(C)C1=C(C=CC(=C1)N1CCNCC1)NC1=NC=C(C(=N1)NCCCN1C(OCCC1)=O)C(F)(F)F